CN(C(C)NC(C1=CC(=C(C(=C1)OC)OC)OC)=O)C N-[2-(dimethylamino)-2-ethyl]-3,4,5-trimethoxybenzamide